2,2-bis[[(2-methyl-1-oxoallyl)oxy]methyl]-1,3-propanediyl bismethacrylate C(C(=C)C)(=O)OCC(COC(C(=C)C)=O)(COC(C(=C)C)=O)COC(C(=C)C)=O